Cl[Mg] monochloromagnesium